(7-cyano-5-(tetrahydro-2H-pyran-4-yl)benzo[b]thiophen-2-yl)boronic acid C(#N)C1=CC(=CC2=C1SC(=C2)B(O)O)C2CCOCC2